Aminosalicylic acid NOC=1C(C(=O)O)=CC=CC1